C(CCCCCCC)C1C2C=CC(C1)C2 5-n-octylbicyclo[2.2.1]hept-2-ene